CC1=C(C(NC(=C1)C)=O)CC1CC(CCC1N1C(C=2C(=C3C(=C(C2CC1)C=1OC=CC1)OC(O3)C)C)=O)N(C)C 6-((4,6-dimethyl-2-oxo-1,2-dihydropyridin-3-yl)methyl)-2-trans-4-(dimethylamino)cyclohexyl-9-(furan-2-yl)-2,4-dimethyl-7,8-dihydro-[1,3]dioxolo[4,5-g]isoquinolin-5(6H)-one